4-(4-(tert-butyl)phenyl)-N-(pyridin-2-ylmethyl)-1H-indazol-3-amine C(C)(C)(C)C1=CC=C(C=C1)C1=C2C(=NNC2=CC=C1)NCC1=NC=CC=C1